C(C)(C)(C)OC([C@@H](CC1=CC=CC=C1)NC(N(C(CNC(C(F)(F)F)=O)C1=CC=CC=C1)C)=O)=O (2R)-2-({methyl[1-phenyl-2-(2,2,2-trifluoroacetamido)ethyl]carbamoyl}Amino)-3-phenylpropionic acid tert-butyl ester